gallium-tin-oxide [Sn]=O.[Ga]